FC(C1=CSC2=C1NC(NC2=O)=O)F 7-(difluoromethyl)thieno[3,2-d]Pyrimidine-2,4(1H,3H)-dione